5-{3-[endo-3-amino-8-azabicyclo[3.2.1]octan-8-yl]-5H-pyrrolo[2,3-b]pyrazin-7-yl}-4-chloro-2-methyl-2H-indazole-3-carbonitrile NC1CC2CCC(C1)N2C2=CN=C1C(=N2)NC=C1C1=C(C2=C(N(N=C2C=C1)C)C#N)Cl